C(C)OC(CNC(=O)C=1SC(=C(C1C)Br)C#N)=O N-[(4-bromo-5-cyano-3-methyl-2-thienyl)carbonyl]glycine ethyl ester